CN(C[C@@H](C)OC1=C2C(=NC=NC2=CC(=C1)C=1C=NN(C1)C)NC=1C=C2C=CC(=NC2=CC1)[2H])C (R)-5-((1-(dimethylamino)propan-2-yl)oxy)-7-(1-methyl-1H-pyrazol-4-yl)-N-(quinolin-6-yl-2-d)quinazolin-4-amine